((2S,5R)-5-(5-amino-7,9-difluoro-[1,2,4]triazolo[1,5-c]quinazolin-2-yl)-2-methylpiperidin-1-yl)(5-(3-hydroxy-3-methylazetidin-1-yl)-1,3,4-thiadiazol-2-yl)methanone NC1=NC=2C(=CC(=CC2C=2N1N=C(N2)[C@@H]2CC[C@@H](N(C2)C(=O)C=2SC(=NN2)N2CC(C2)(C)O)C)F)F